FC1=CC=C(C=C1)C#CC1=CC=C(NC1=O)OC1=C(N=NN1)C(=O)O 5-((5-((4-fluorophenyl)ethynyl)-6-oxo-1,6-dihydropyridin-2-yl)oxy)-1H-1,2,3-triazole-4-carboxylic acid